C(C(C)(C)C)(=O)OC1=C(C=C(C=C1OC)C=1NC(=C(N1)C1=CC=CC=C1)C=1SC=CC1)OC 2,6-Dimethoxy-4-(4-phenyl-5-(thiophen-2-yl)-1H-imidazol-2-yl)phenyl pivalate